N-(4-(5-(difluoromethyl)-1,3,4-oxadiazol-2-yl)benzyl)-2-(4-morpholinopiperidin-1-yl)-N-phenylethane-1-sulfonamide FC(C1=NN=C(O1)C1=CC=C(CN(S(=O)(=O)CCN2CCC(CC2)N2CCOCC2)C2=CC=CC=C2)C=C1)F